N-(2-methyl-4-(1-methyl-1H-benzimidazol-2-yl)phenyl)acetamidine CC1=C(C=CC(=C1)C1=NC2=C(N1C)C=CC=C2)NC(C)=N